ethyl-diethyl-methyl-ammonium methyl-sulfate tert-butyl-8-[(3-methyl-2-pyridinyl)sulfonylamino]-3,4-dihydro-1H-isoquinoline-2-carboxylate C(C)(C)(C)OC(=O)N1CC2=C(C=CC=C2CC1)NS(=O)(=O)C1=NC=CC=C1C.COS(=O)(=O)[O-].C(C)[N+](C)(CC)CC